isobutyl-phenyl chloride C(C(C)C)C1=C(C=CC=C1)Cl